C(C=C)ON1NNN=C1 N-prop-2-enyloxy-2H-tetrazole